Cl.N1C[C@H](CC1)C1=CC=C(C=C1)NC(=O)C1=NC=CC2=CC=CC=C12 |r| (RS)-isoquinoline-1-carboxylic acid (4-pyrrolidin-3-yl-phenyl)-amide hydrochloride